N-[5-(5-chloro-6-isobutoxy-3-pyridyl)-4-methylthiazol-2-yl]-8-oxo-6,7-dihydro-5H-indolizine-5-carboxamide ClC=1C=C(C=NC1OCC(C)C)C1=C(N=C(S1)NC(=O)C1N2C=CC=C2C(CC1)=O)C